3-((3R)-1-(2-(difluoromethoxy)-4-((1-(3-fluoropropyl)azetidine-3-ylidene)methyl)phenyl)-8-fluoro-3-methyl-1,3,4,9-tetrahydro-2H-pyrido[3,4-b]indol-2-yl)-2,2-difluoropropane FC(OC1=C(C=CC(=C1)C=C1CN(C1)CCCF)C1N([C@@H](CC2=C1NC1=C(C=CC=C21)F)C)CC(C)(F)F)F